N-(2-methoxyethyl)-3-[[1-(1,3-benzothiazol-2-yl)-2-(3-carbamimidoylphenyl)ethyl]sulfamoyl]benzamide COCCNC(C1=CC(=CC=C1)S(NC(CC1=CC(=CC=C1)C(N)=N)C=1SC2=C(N1)C=CC=C2)(=O)=O)=O